7,8-dihydro-5H-pyrano[4,3-d]pyrimidin-4-amine N1=CN=C(C2=C1CCOC2)N